C(C)(CC)OC=1C=C(C=C(C1)OCC1=NC2=CC=CC=C2C=C1)CO (3-(sec-butoxy)-5-(quinolin-2-ylmethoxy)phenyl)methanol